CC=1[C@H]([C@@H]([C@H](CC1)C)C)O (1S,5S,6R)-2,5,6-trimethylcyclohex-2-en-1-ol